dimethylbis(4-aminophenyl)silane C[Si](C1=CC=C(C=C1)N)(C1=CC=C(C=C1)N)C